(S)-3-amino-1-methyl-pyrrolidin-2-one N[C@@H]1C(N(CC1)C)=O